N[C@H](C(=O)N[C@H](C(=O)N[C@@H](C(=O)N[C@@H](CC1=CC=C(C=C1)O)C(=O)O)CC1=CC=C(C=C1)Br)CCCCNC(CCCCCCC)=O)CC=1N=CN(C1)C(C1=CC=CC=C1)(C1=CC=CC=C1)C1=CC=CC=C1 ((R)-2-((S)-2-((S)-2-amino-3-(1-trityl-1H-imidazol-4-yl)propanamido)-6-octanamidohexanamido)-3-(4-bromophenyl)propanoyl)-L-tyrosine